(S)-N-(5-Methyl-7-(3-methyl-3-(4-methylpiperazin-1-yl)but-1-yn-1-yl)-4-oxo-2,3,4,5-tetrahydrobenzo[b][1,4]oxazepin-3-yl)-4-phenoxypicolinamid CN1C2=C(OC[C@@H](C1=O)NC(C1=NC=CC(=C1)OC1=CC=CC=C1)=O)C=CC(=C2)C#CC(C)(N2CCN(CC2)C)C